3-(2-fluoro-6-hydroxyphenyl)-6,6a,7,8,9,10-hexahydro-12H-pyrazino[2,1-c]pyrido[3,4-f][1,4]oxazepin-12-one FC1=C(C(=CC=C1)O)C1=CC2=C(C(N3C(CO2)CNCC3)=O)C=N1